N1(C=CC2=CC=CC=C12)C(=O)[O-] 1H-indol-1-carboxylate